C(C)(=O)NC(CC1=CC=C(C=C1)S(=O)(=O)Cl)=O 4-(2-acetamido-2-oxoethyl)benzenesulfonyl chloride